methyl 2-[1-[2-[1-(2,2-difluoroethyl)-4-piperidyl]-3,6-dimethyl-4-oxo-quinazolin-8-yl]ethylamino]benzoate FC(CN1CCC(CC1)C1=NC2=C(C=C(C=C2C(N1C)=O)C)C(C)NC1=C(C(=O)OC)C=CC=C1)F